2-methyl-2-(methyldisulfanyl)propyl (2-(2-(2-(2-azidoethoxy)ethoxy) ethoxy)ethyl)(4-(((tert-butyldimethylsilyl)oxy)methyl)phenyl)carbamate N(=[N+]=[N-])CCOCCOCCOCCN(C(OCC(C)(SSC)C)=O)C1=CC=C(C=C1)CO[Si](C)(C)C(C)(C)C